3-(6-chloro-1-[[2-(trimethylsilyl)ethoxy]methyl]pyrrolo[3,2-c]pyridin-2-yl)-2-methoxypyridine ClC1=CC2=C(C=N1)C=C(N2COCC[Si](C)(C)C)C=2C(=NC=CC2)OC